(R)-4-(3-acetyl-2-oxoimidazolidin-1-yl)-3-(4-methylphenyl)-N-((R)-1-(6-(trifluoromethyl)pyridin-3-yl)ethyl)-4,5-dihydro-1H-pyrazol-1-carboxamide C(C)(=O)N1C(N(CC1)[C@H]1C(=NN(C1)C(=O)N[C@H](C)C=1C=NC(=CC1)C(F)(F)F)C1=CC=C(C=C1)C)=O